NC=1SC(=C(C1C(=O)OC)C1=CC=CC=C1)C1=C(C(=CC=C1)OC)F Methyl 2-amino-5-(2-fluoro-3-methoxyphenyl)-4-phenylthiophene-3-carboxylate